C(C=C)(=O)OCCCN=C=O 3-isocyanatopropyl 2-propenoate